2-(4-phenoxyphenyl)-7-(2-(piperidin-4-yl)ethyl)-9,10-dihydro-4H-benzo[d]pyrazolo[1,5-a][1,3]diazepine-3-carboxamide hydrochloride Cl.O(C1=CC=CC=C1)C1=CC=C(C=C1)C1=NN2C(NC3=C(CC2)C=C(C=C3)CCC3CCNCC3)=C1C(=O)N